N-(2-Chloropyrimidin-4-yl)-3-(3,4-dimethoxyphenyl)isoxazol-5-amine ClC1=NC=CC(=N1)NC1=CC(=NO1)C1=CC(=C(C=C1)OC)OC